diisopropoxy-biphenyl C(C)(C)OC1=CC=C(C=C1)C1=CC=C(C=C1)OC(C)C